FC(COC1=NC=2N(C(N1)=O)N=C(C2C2=CC(=C(C(=C2)F)F)F)C(C(=O)O)(C)C)F 2-[2-(2,2-difluoroethoxy)-4-oxo-8-(3,4,5-trifluorophenyl)-3H-pyrazolo[1,5-a][1,3,5]triazin-7-yl]-2-methylpropanoic acid